(S)-1-(7-(2-(2-chlorophenyl)-4,4-dimethylpiperidine-1-carbonyl)-5,5-difluoro-2,7-diazaspiro[3.5]nonan-2-yl)prop-2-en-1-one ClC1=C(C=CC=C1)[C@H]1N(CCC(C1)(C)C)C(=O)N1CC(C2(CN(C2)C(C=C)=O)CC1)(F)F